C(C)(C)(C)OC(NC=1N=NC(=CC1)Cl)=O N-(6-chloropyridazin-3-yl)carbamic acid tert-butyl ester